CN1N=NC(=C1C1=CC=2N(C=3C=C(C=CC3C2N=C1)C(C)(C)O)C(CC1CCOCC1)C1=C(C=CC=C1)OC)C 2-(3-(1,4-dimethyl-1H-1,2,3-triazol-5-yl)-5-(1-(2-methoxyphenyl)-2-(tetrahydro-2H-pyran-4-yl)ethyl)-5H-pyrido[3,2-b]indol-7-yl)propan-2-ol